ClC1=CC(=C(CNCC2CCN(CC2)C(=O)OC(C)(C)C)C=C1)OCC tert-butyl 4-(((4-chloro-2-ethoxybenzyl)amino)methyl)piperidine-1-carboxylate